O=C1NC(CCC1N1C(C2=CC=CC(=C2C1)C#CCCCN1CCNCC1)=O)=O 4-(5-(2-(2,6-dioxopiperidin-3-yl)-1-oxoisoindolin-4-yl)pent-4-yn-1-yl)piperazine